CN1N=C(C(=C1)[N+](=O)[O-])CCCC(=O)O 4-(1-methyl-4-nitro-1H-pyrazol-3-yl)butyric acid